tert-butyl (6Z)-6-[(4,4,5,5-tetramethyl-1,3,2-dioxaborolan-2-yl)methylene]-2-azaspiro[3.4]octane-2-carboxylate CC1(OB(OC1(C)C)\C=C\1/CC2(CN(C2)C(=O)OC(C)(C)C)CC1)C